C1C(CC12CCOCC2)CO {7-oxaspiro[3.5]nonan-2-yl}methanol